C(C)OC(=O)C=1C(=NC(=NC1C)C1=CC=C(C=C1)C1(CC1)C)N 4-amino-6-methyl-2-(4-(1-methylcyclopropyl)phenyl)pyrimidine-5-carboxylic acid ethyl ester